3-(naphthalen-1-ylmethyl)-1-(tetrahydrofuran-2-yl)-1H-pyrazolo[3,4-d]pyrimidin-4-amine C1(=CC=CC2=CC=CC=C12)CC1=NN(C2=NC=NC(=C21)N)C2OCCC2